ClC1=C(C=C2C(=NNC2=C1)CCC(=O)O)C1=CC=C(C=C1)C1=C(C(=CC=C1Cl)OC)O 3-(6-chloro-5-(6'-chloro-2'-hydroxy-3'-methoxy-[1,1'-biphenyl]-4-yl)-1H-indazol-3-yl)-propanoic acid